((2S,3R)-3-((tert-butyldimethylsilyl)oxy)-2-(cyclopentyloxy)-3-(3,5-dimethoxy-4-methylphenyl)propyl)benzo[b]thiophene-4-carboxylic acid [Si](C)(C)(C(C)(C)C)O[C@@H]([C@H](CC1=CC2=C(S1)C=CC=C2C(=O)O)OC2CCCC2)C2=CC(=C(C(=C2)OC)C)OC